7-(methylcarbamoyl)-1,2,3,4-tetrahydroquinoxaline-1-carboxylate CNC(=O)C1=CC=C2NCCN(C2=C1)C(=O)[O-]